tert-butyl 4-(2-(2-(3-(2,4-dioxotetrahydropyrimidin-1(2H)-yl)phenoxy)acetamido)ethyl)piperazine-1-carboxylate TFA salt OC(=O)C(F)(F)F.O=C1N(CCC(N1)=O)C=1C=C(OCC(=O)NCCN2CCN(CC2)C(=O)OC(C)(C)C)C=CC1